1-(3,4-dimethoxyphenyl)-2-(3-(dimethylamino)propyl)-3a-hydroxy-7-iodo-1,2,3a,9a-tetrahydrochromeno[2,3-c]pyrrole-3,9-dione COC=1C=C(C=CC1OC)C1C2C(C(N1CCCN(C)C)=O)(OC=1C=CC(=CC1C2=O)I)O